C1=CC=CC=2C(N3C(NC12)C1=C(CC3)C3=CC=CC=C3N1)=O 8,13,13b,14-tetrahydroindolo[2',3':3,4]pyrido[2,1-b]quinazolin-5(7H)-one